C1(=CC=CC=2C3=CC=CC=C3NC12)N1CCNCC1 carbazolyl-piperazine